C(#N)C=1C=CC=C2NC[C@@H](NC12)[C@@H](C1=CC=CC=C1)NCCC1=C(C=C(C=C1)C(C(=O)O)C)F 2-(4-(2-(((R)-((R)-8-cyano-1,2,3,4-tetrahydroquinoxalin-2-yl)(phenyl)methyl)amino)ethyl)-3-fluorophenyl)propanoic acid